CN(C1(CCC2(CN(C(N2)=O)C=2C=NC(=CC2C)C(F)(F)F)CC1)C1=CC(=CC=C1)OC)C 8-(dimethylamino)-8-(3-methoxyphenyl)-3-[4-methyl-6-(trifluoromethyl)-3-pyridyl]-1,3-diazaspiro[4.5]Decan-2-one